C(CCC)(=O)OC(C)CC sec.butyl n-butyrate